2,2-dimethyl-4-oxoazetidin-1-yl sulfate S(=O)(=O)(ON1C(CC1=O)(C)C)[O-]